ClC1=CC=C(C(=N1)CCl)C(C)=O 1-(6-chloro-2-(chloromethyl)pyridin-3-yl)ethanone